C(#N)C=1N=C(N(C1)COCC[Si](C)(C)C)C(=O)NC=1C(=NC(=CC1)C1=CC2(C(=C(C(C1)(O2)C)C)C)C)C2=CCC(CC2)(C)C 4-cyano-N-[2-(4,4-dimethylcyclohexen-1-yl)-6-[1,5,6,7-tetramethyl-8-oxabicyclo[3.2.1]octa-2,6-dien-3-yl]-3-pyridyl]-1-(2-trimethylsilylethoxymethyl)imidazole-2-carboxamide